ornithine ethyl ester C(C)OC([C@@H](N)CCCN)=O